3-amino-N-(2,6-dioxo-3-piperidyl)phthalamide NC1=C(C(C(=O)NC2C(NC(CC2)=O)=O)=CC=C1)C(=O)N